titanium phenolate salt C1(=CC=CC=C1)[O-].[Ti+4].C1(=CC=CC=C1)[O-].C1(=CC=CC=C1)[O-].C1(=CC=CC=C1)[O-]